COC(=O)C1N(CC2=CC=CC=C2C1)C(=O)OC(C)(C)C 3,4-dihydroisoquinoline-2,3(1H)-dicarboxylic acid 2-tert-butyl ester 3-methyl ester